indole-N-propionic acid N1(C=CC2=CC=CC=C12)CCC(=O)O